[1,2]Thiazine S1NC=CC=C1